C1(CC1)C1=CC2=C(N=C(N=C2)NC2=CC=C(C=C2)N2CCC3(CN(C3)C(=O)OC(C)(C)C)CC2)N1C1=NC(=CC=C1)N=S(=O)(C)C tert-butyl 7-(4-((6-cyclopropyl-7-(6-((dimethyl (oxo)-λ6-sulfanylidene) amino) pyridin-2-yl)-7H-pyrrolo[2,3-d]pyrimidin-2-yl) amino) phenyl)-2,7-diazaspiro[3.5]nonan-2-carboxylate